1-Cyclopropylbutane-1,3-dione C1(CC1)C(CC(C)=O)=O